2-(5-Chloro-3,4-dimethoxy-2-methylphenyl)ethan-1-amine ClC=1C(=C(C(=C(C1)CCN)C)OC)OC